C(C)(C)(C)C=1C=C2C(=C(C(=NC2=C(C1)F)C)C)OC(C)=O acetic acid 6-tert-butyl-8-fluoro-2,3-dimethyl-quinolin-4-yl ester